2-((2R)-1-(5-(6-fluoroquinolin-4-yl)bicyclo[2.2.1]heptan-2-yl)propan-2-yl)-1H-benzo[d]imidazole-5-carboxamide FC=1C=C2C(=CC=NC2=CC1)C1C2CC(C(C1)C2)C[C@@H](C)C2=NC1=C(N2)C=CC(=C1)C(=O)N